C(C)N1N=C(C=C1C(=O)NC1=NC2=C(N1C\C=C\CN1C(=NC3=C1C=CC=C3)NC(=O)C=3N(N=C(C3)C)CC)C=CC(=C2)C(=O)N)C (2-ethyl-5-methyl-pyrazole-3-carbonyl)amino-1-[(E)-4-[2-[(2-ethyl-5-methyl-pyrazole-3-carbonyl)amino]benzimidazol-1-yl]but-2-enyl]benzimidazole-5-carboxamide